ClC=1C=C(OC2CCN(CC2)C2=C(C(N(C3=CC=CC=C23)C)=O)C#N)C=CC1 4-[4-(3-chlorophenoxy)piperidin-1-yl]-1-methyl-2-oxo-1,2-dihydroquinoline-3-carbonitrile